5-chloro-3-(2-(2-fluoropropan-2-yl)-6-methoxypyrimidin-4-yl)-1-methyl-1H-pyrrolo[2,3-c]pyridine ClC=1C=C2C(=CN1)N(C=C2C2=NC(=NC(=C2)OC)C(C)(C)F)C